(S)-2-amino-5-(4-isobutyryl-3-methylpiperazin-1-yl)-N-(1-methylcyclopropyl)quinoline-7-sulfonamide NC1=NC2=CC(=CC(=C2C=C1)N1C[C@@H](N(CC1)C(C(C)C)=O)C)S(=O)(=O)NC1(CC1)C